2-(2,5-diamino-4-methoxyphenyl)propane NC1=C(C=C(C(=C1)OC)N)C(C)C